3-(hexadec-1-enyl)oxolane-2,5-dione C(=CCCCCCCCCCCCCCC)C1C(OC(C1)=O)=O